(R)-N-((R)-1-(2,7-dimethyl-3-(methylthio)quinoxalin-5-yl)ethyl)-2-methylpropane-2-sulfinamide CC1=NC2=CC(=CC(=C2N=C1SC)[C@@H](C)N[S@](=O)C(C)(C)C)C